NC1=NC=NN2C1=C(C(=N2)C2=CC=C(C=C2)NC(C=C)=O)C2=CC(=C(C=C2)OC2=NC=CC(=C2)C)F N-(4-(4-amino-5-(3-fluoro-4-((4-methylpyridin-2-yl)oxy)phenyl)pyrazolo[5,1-f][1,2,4]triazin-6-yl)phenyl)acrylamide